3-bromo-5-(4-(4-(trifluoromethyl)phenyl)-4,5,6,7-tetrahydropyrazolo[1,5-a]pyrimidin-6-yl)-4,5-dihydroisoxazole BrC1=NOC(C1)C1CN(C=2N(C1)N=CC2)C2=CC=C(C=C2)C(F)(F)F